acryloylamino-2,2,6,6-tetramethyl-Piperidine C(C=C)(=O)NN1C(CCCC1(C)C)(C)C